tris(2,2'-bipyridine) iron (II) hexafluorophosphate F[P-](F)(F)(F)(F)F.[Fe+2].N1=C(C=CC=C1)C1=NC=CC=C1.N1=C(C=CC=C1)C1=NC=CC=C1.N1=C(C=CC=C1)C1=NC=CC=C1.F[P-](F)(F)(F)(F)F